C(C)(C)(C)OC(=O)N1[C@@H](CCC1)C(CO[Si](C)(C)C(C)(C)C)=O (S)-2-(2-(tert-Butyldimethylsilyloxy)acetyl)pyrrolidine-1-carboxylic acid tert-butyl ester